C(C1=CC=CC=C1)(=O)OC1=C(C(=O)O)C=CC=C1 2-(benzoyloxy)benzoic acid